1,3-benzodioxolane O1COC2=C1C=CC=C2